3-Bromo-5-ethoxybenzoic acid BrC=1C=C(C(=O)O)C=C(C1)OCC